4-[3-[2,4-difluoro-3-(methylsulfonyl) benzoyl]-1-(oxazolidin-2-yl) pyrazolo[3,4-b]Pyridin-5-yl]Benzoate FC1=C(C(=O)C2=NN(C3=NC=C(C=C32)C3=CC=C(C(=O)[O-])C=C3)C3OCCN3)C=CC(=C1S(=O)(=O)C)F